Cl.NCCNC(OCC1=CC=CC=C1)=O Benzyl (2-aminoethyl)carbamat hydrochloride